N-(3-cyano-4-(pyridin-3-yl)phenyl)-2-(2-(cyclopropanesulfonylamino)thiazol-4-yl)-2-methylpropanamide C(#N)C=1C=C(C=CC1C=1C=NC=CC1)NC(C(C)(C)C=1N=C(SC1)NS(=O)(=O)C1CC1)=O